1-(Phenylmethoxy)-6-{[3,9-bis({[1-(Phenylmethoxy)-6-oxopyridin-2-yl]methyl})-3,6,9,15-tetraazabicyclo[9.3.1]pentadec-1(15),11,13-trien-6-yl]methyl}pyridin-2-one C1(=CC=CC=C1)CON1C(C=CC=C1CN1CCN(CC=2C=CC=C(CN(CC1)CC=1N(C(C=CC1)=O)OCC1=CC=CC=C1)N2)CC=2N(C(C=CC2)=O)OCC2=CC=CC=C2)=O